ClC=1C=C(C=CC1Cl)C=1N(C(=CC(C1C(=O)OCC)=O)F)CC ethyl 2-(3,4-dichlorophenyl)-1-ethyl-6-fluoro-4-oxo-pyridine-3-carboxylate